C(C)(C)(C)OC(=O)N1C=CC2=CC(=C(C=C12)NCCC(=O)O)OC 3-((1-(tert-butoxycarbonyl)-5-methoxy-1H-indol-6-yl)amino)propanoic acid